1-((Fmoc)amino)cyclobutane-1-carboxylic acid C(=O)(OCC1C2=CC=CC=C2C2=CC=CC=C12)NC1(CCC1)C(=O)O